4-((6-(tert-butoxycarbonyl)-6-azaspiro[3.4]oct-2-yl)amino)benzoic acid C(C)(C)(C)OC(=O)N1CC2(CC(C2)NC2=CC=C(C(=O)O)C=C2)CC1